2-(2-chlorophenyl)-N-(1-methyl-3-(4,4,5,5-tetramethyl-1,3,2-dioxaborolan-2-yl)-1H-pyrazol-5-yl)acetamide ClC1=C(C=CC=C1)CC(=O)NC1=CC(=NN1C)B1OC(C(O1)(C)C)(C)C